C(C)(C)(C)OC(CC1(CCN(CC1)C1=C(C=C(C=C1)I)F)O)=O 2-[1-(2-fluoro-4-iodo-phenyl)-4-hydroxy-4-piperidinyl]acetic acid tert-butyl ester